C(\C=C\C1=CC(OC)=C(O)C(OC)=C1)[K] sinapyl-potassium